4-methyl-3-((pyrimidin-5-ylamino)methyl)-N-(3-(trifluoromethyl)phenyl)benzamide CC1=C(C=C(C(=O)NC2=CC(=CC=C2)C(F)(F)F)C=C1)CNC=1C=NC=NC1